6-methyl-N4-[(1S)-1-[4-(oxetan-3-yl)phenyl]ethyl]furo[2,3-d]pyrimidine-2,4-diamine CC1=CC2=C(N=C(N=C2N[C@@H](C)C2=CC=C(C=C2)C2COC2)N)O1